(2-butenyl)(ethyl) (1,1-dimethyl-2-propynyl) phosphate P(=O)(OCCCC=CC)(OC(C#C)(C)C)[O-]